1-(Oxetan-3-yl)-6-(2-(4-(pentafluoro-λ6-sulfaneyl)phenoxy)pyridin-3-yl)-1H-benzo[d]imidazole O1CC(C1)N1C=NC2=C1C=C(C=C2)C=2C(=NC=CC2)OC2=CC=C(C=C2)S(F)(F)(F)(F)F